2-(2-aminopyridin-3-yl)-1H-imidazo[4,5-b]pyridin NC1=NC=CC=C1C=1NC=2C(=NC=CC2)N1